FC1=C(CSC2=C(C(=O)O)C=CC=C2)C=C(C=C1F)OC 2-((2,3-difluoro-5-methoxybenzyl)thio)benzoic acid